FC(C1(CCCCC1)CC(=O)O)F 2-(1-(difluoromethyl)cyclohexyl)acetic acid